1-Guanidino-2-propanol hydrochloride Cl.N(C(=N)N)CC(C)O